BrC=1C=CC(=NC1C)CNC(OC(C)(C)C)=O tert-butyl ((5-bromo-6-methylpyridin-2-yl)methyl)carbamate